tert-butyl (17-((4-nitrophenyl)sulfonamido)-3,6,9,12,15-pentaoxaheptadecyl)carbamate [N+](=O)([O-])C1=CC=C(C=C1)S(=O)(=O)NCCOCCOCCOCCOCCOCCNC(OC(C)(C)C)=O